3-tert-amyl-1,1,1,3,5,5,5-heptamethyltrisiloxane C(C)(C)(CC)[Si](O[Si](C)(C)C)(O[Si](C)(C)C)C